tert-butyl (3S)-3-((2-(1-(3,4-dimethoxybenzyl)-2,6-dioxopiperidin-3-yl)-1-oxoisoindolin-5-yl) (methyl)amino)pyrrolidine-1-carboxylate COC=1C=C(CN2C(C(CCC2=O)N2C(C3=CC=C(C=C3C2)N([C@@H]2CN(CC2)C(=O)OC(C)(C)C)C)=O)=O)C=CC1OC